tert-butyl ((2R,4S,5R)-5-(((R)-3-(benzyloxy)-1,1,1-trifluoropropan-2-yl)oxy)-2-((S)-1-(4-fluorophenyl)-1,2,3,4-tetrahydroisoquinoline-2-carbonyl)tetrahydro-2H-pyran-4-yl)carbamate C(C1=CC=CC=C1)OC[C@H](C(F)(F)F)O[C@@H]1[C@H](C[C@@H](OC1)C(=O)N1[C@H](C2=CC=CC=C2CC1)C1=CC=C(C=C1)F)NC(OC(C)(C)C)=O